N-(7-bromo-6-fluoro-1-(1-methylcyclobutyl)-1H-benzo[d]imidazol-2-yl)-2-(2,2,3,3-tetrafluorocyclobutyl)acetamide BrC1=C(C=CC2=C1N(C(=N2)NC(CC2C(C(C2)(F)F)(F)F)=O)C2(CCC2)C)F